N-((4-(1-(2-amino-2-oxoethyl)-1H-pyrazol-4-yl)-1-(4-(trifluoromethoxy)phenyl)-1H-pyrazolo[3,4-b]pyridin-3-yl)methyl)acrylamide NC(CN1N=CC(=C1)C1=C2C(=NC=C1)N(N=C2CNC(C=C)=O)C2=CC=C(C=C2)OC(F)(F)F)=O